(S)-((4-((2-aminopropionylamino)methyl)phenyl)(imino)methyl)carbamic acid benzyl ester C(C1=CC=CC=C1)OC(NC(=N)C1=CC=C(C=C1)CNC([C@H](C)N)=O)=O